(1S,3R,4S)-2-((R)-2-bromo-9-hydroxy-9H-fluorene-9-carbonyl)-N-((R)-1-cyano-2-((R)-2-oxopiperidin-3-yl)ethyl)-5,5-difluoro-2-azabicyclo[2.2.2]octane-3-carboxamide BrC1=CC=2[C@](C3=CC=CC=C3C2C=C1)(C(=O)N1[C@@H]2CC([C@H]([C@@H]1C(=O)N[C@H](C[C@@H]1C(NCCC1)=O)C#N)CC2)(F)F)O